C1=CC=CC=2C3=CC=CC=C3N(C12)C1=C(C(=C(C(=C1N1C2=CC=CC=C2C=2C=CC=CC12)C1=NC=CC=C1)N1C2=CC=CC=C2C=2C=CC=CC12)N1C2=CC=CC=C2C=2C=CC=CC12)C=1OC2=C(N1)C=CC=C2 2-(2,3,5,6-tetra(9H-carbazol-9-yl)-4-(pyridin-2-yl)phenyl)benzo[d]oxazole